NC(COCC1=CC(=CC(=C1)OC)N)C 2-aminopropyl-(3-amino-5-methoxybenzyl) ether